CC1=C(C=CC=C1)C1=CC2=C(C(CCO2)CN)C=C1 [7-(2-methylphenyl)-3,4-dihydro-2H-1-benzopyran-4-yl]methylamine